(S)-2-(5-(p-tolyl)imidazol-2-yl)piperidine C1(=CC=C(C=C1)C1=CN=C(N1)[C@H]1NCCCC1)C